[N+](=O)([O-])C1=CC=C(C=C1)C=1SC[C@H](N1)C(=O)O (R)-2-(4-nitrophenyl)-4,5-dihydrothiazole-4-carboxylic acid